N-(bis(4-(tributylsilyl)phenyl)phosphaneyl)-N-isopropyl-1-(o-tolyl)-1-(4-(tributylsilyl)phenyl)phosphanamine C(CCC)[Si](C1=CC=C(C=C1)P(N(P(C1=CC=C(C=C1)[Si](CCCC)(CCCC)CCCC)C1=C(C=CC=C1)C)C(C)C)C1=CC=C(C=C1)[Si](CCCC)(CCCC)CCCC)(CCCC)CCCC